ClC=1C=C(NC2(CCC3(C(CC4=CC=CC=C34)CCCOC3=C(C=NC=C3)F)CC2)C(=O)OC)C=CC1 methyl (1r,4r)-4-(3-chloroanilino)-2'-{3-[(3-fluoropyridin-4-yl)oxy]propyl}-2',3'-dihydrospiro[cyclohexane-1,1'-indene]-4-carboxylate